2-(1-methylpyrazol-3-yl)-5-[3-[3-(trideuteriomethyl)phenyl]pyrazol-1-yl]pyrazol CN1N=C(C=C1)N1N=C(C=C1)N1N=C(C=C1)C1=CC(=CC=C1)C([2H])([2H])[2H]